C(CCC)C1=C(C(=CC(=C1)CCCC)CCCC)O 2,4,6-tributylphenol